OC(CC=1SC(=CC1C#N)C1=NC(=NC=C1C(F)(F)F)N[C@@H]1[C@@H](CN(CC1)S(=O)(=O)C=1N=CN(C1)C)C)(C)C 2-(2-hydroxy-2-methylpropyl)-5-(2-(((3R,4S)-3-methyl-1-((1-methyl-1H-imidazol-4-yl)sulfonyl)piperidin-4-yl)amino)-5-(trifluoromethyl)pyrimidin-4-yl)thiophene-3-carbonitrile